FC=1C(=NC(=NC1)N1CCC(CC1)C(=O)N1OCC[C@H]1C1=NC=CN=C1)C1=CN=CS1 (S)-(1-(5-fluoro-4-(thiazol-5-yl)pyrimidin-2-yl)piperidin-4-yl)(3-(pyrazin-2-yl)isoxazolidin-2-yl)methanone